(S)-2-((6-((4-cyano-2-fluorobenzyl)thio)-5-fluoro-3',6'-dihydro-[2,4'-bipyridin]-1'(2'H)-yl)methyl)-1-(oxetan-2-ylmethyl)-1H-benzo[d]imidazole-6-carboxylate C(#N)C1=CC(=C(CSC2=C(C=CC(=N2)C=2CCN(CC2)CC2=NC3=C(N2C[C@H]2OCC2)C=C(C=C3)C(=O)[O-])F)C=C1)F